N-(4-(azetidin-3-yloxy)-3-(3,5-dimethylisoxazol-4-yl)phenyl)cyclopropanecarboxamide N1CC(C1)OC1=C(C=C(C=C1)NC(=O)C1CC1)C=1C(=NOC1C)C